COC1=CC=C(C=C1)C1=NN(C(C1)C=1C=C2N=CC=NC2=CC1)C(CCC(=O)O)=O 4-(3-(4-Methoxyphenyl)-5-(quinoxalin-6-yl)-4,5-dihydro-1H-pyrazol-1-yl)-4-oxobutanoic acid